C(C)(C)(C)OC(=O)C1=C2C(=C(NC2=CC=C1)C)C(C1=CC=C(C=C1)C(F)(F)F)=O tert-butoxycarbonyl-3-(4-(trifluoromethyl)benzoyl)-2-methylindole